Cl.NCC(=O)OCOC(N(CCN(C1=CC=C(C=C1)F)C1=CC(=CC=C1)Br)C(C)=O)=O ((acetyl(2-((3-bromophenyl)(4-fluorophenyl)amino)ethyl)carbamoyl)oxy)methyl 2-aminoacetate hydrochloride